COC1=C(C2=C(N(C(N2C)=O)C2CN(CCC2)C)C=C1)C1CCNCC1 3-[5-methoxy-3-methyl-2-oxo-4-(4-piperidinyl)benzimidazol-1-yl]1-methyl-piperidine